5-chloro-N-((2S,3S)-6,6-difluoro-2-hydroxy-1-(methylamino)-1-oxoheptan-3-yl)-4-fluoro-2-(4,4,4-trifluorobutanamido)benzamide ClC=1C(=CC(=C(C(=O)N[C@H]([C@@H](C(=O)NC)O)CCC(C)(F)F)C1)NC(CCC(F)(F)F)=O)F